4-hydroxy-N-(4-(4-methylthiazol-5-yl)benzyl)Pyrrolidine-2-carboxamide OC1CC(NC1)C(=O)NCC1=CC=C(C=C1)C1=C(N=CS1)C